di(naphthyl)-N,N'-diphenyl-4,4'-benzidine C1(=CC=CC2=CC=CC=C12)N(C1=CC=C(C2=CC=C(N(C3=CC=CC=C3)C3=CC=CC4=CC=CC=C34)C=C2)C=C1)C1=CC=CC=C1